C(#C)C=1C(=CC=C2C=C(C=C(C12)C1=C(C=2N=C(N=C(C2C=N1)N1C[C@@](CCC1)(O)C)OC[C@]12CCCN2C[C@@H]2[C@H]1C2)F)O)F (R)-1-(7-(8-ethynyl-7-fluoro-3-hydroxynaphthalen-1-yl)-8-fluoro-2-(((1aS,6aS,6bR)-hexahydrocyclopropa[a]pyrrolizin-6a(4H)-yl)methoxy)pyrido[4,3-d]pyrimidin-4-yl)-3-methylpiperidin-3-ol